cyclobutylamine lithium salt [Li].C1(CCC1)N